ClC1=CC=C(C=C1)CCC(C(C)(C)C)(O)CN1N=CN=C1 1-(4-chlorophenyl)-4,4-dimethyl-3-(1H-1,2,4-triazol-1-ylmethyl)-3-pentanol